5-Ethyl-2-methoxy-N-(7-vinylbenzo[d]isoxazol-3-yl)benzenesulfonamide C(C)C=1C=CC(=C(C1)S(=O)(=O)NC1=NOC2=C1C=CC=C2C=C)OC